FC(OC1=CC2=C(N=C(O2)C=2C(=C(C=CC2)C2=CC=CC=C2)C)C=C1CN1C(CCCC1)CO)F (1-((6-(difluoromethoxy)-2-(2-methyl-[1,1'-biphenyl]-3-yl)benzo[d]oxazol-5-yl)methyl)piperidin-2-yl)methanol